tert-butyl 16-(2-hexadecylamino-2-oxoethyl)-1,4,10,13-tetraoxa-7,16-diazacyclooctadecane-7-carboxylate C(CCCCCCCCCCCCCCC)NC(CN1CCOCCOCCN(CCOCCOCC1)C(=O)OC(C)(C)C)=O